zinc-silver iodide [Ag]I.[Zn]